N-(3,5-difluoro-4-((1S,3S)-3-methyl-2-(2,2,2-trifluoroethyl)-2,3,4,6,7,9-hexahydro-1H-cyclobuta[f]pyrido[3,4-b]indol-1-yl)phenyl)-1-(3-fluoropropyl)pyrrolidin-3-amine FC=1C=C(C=C(C1[C@@H]1N([C@H](CC2=C1NC1=CC3=C(C=C21)CC3)C)CC(F)(F)F)F)NC3CN(CC3)CCCF